bis(carboxymethyl)-L-lysine C(=O)(O)CN([C@@H](CCCCN)C(=O)O)CC(=O)O